methylene-6-((5-isopropyl-1-p-benzoylbenzyl-imidazol-4-yl)methylene)piperazine-2,5-dione C=C1C(NC(C(N1)=O)=CC=1N=CN(C1C(C)C)CC1=CC=C(C=C1)C(C1=CC=CC=C1)=O)=O